N-(1-ethyl-3-(2-(2-fluoropropan-2-yl)-6-methylpyrimidin-4-yl)-1H-pyrrolo[2,3-c]pyridin-5-yl)acetamide C(C)N1C=C(C=2C1=CN=C(C2)NC(C)=O)C2=NC(=NC(=C2)C)C(C)(C)F